COC(=O)C1=CC2=C(N(C(=N2)CCC(=O)OC)C)C=C1 2-(3-Methoxy-3-oxopropyl)-1-methyl-1H-benzo[d]imidazole-5-carboxylic acid methyl ester